6-Chloro-1-(2,4-diisopropylpyrazol-3-yl)-4-[(2S,5R)-2,5-dimethyl-4-prop-2-enoyl-piperazin-1-yl]-7-(2-fluoro-phenyl)pyrido[2,3-d]pyrimidin-2-one ClC1=CC2=C(N(C(N=C2N2[C@H](CN([C@@H](C2)C)C(C=C)=O)C)=O)C=2N(N=CC2C(C)C)C(C)C)N=C1C1=C(C=CC=C1)F